(R)-4-cyclopropyl-6-(3-(imidazo[1,2-a]pyridin-3-yl)piperazin-1-yl)pyrimidin-2-amine C1(CC1)C1=NC(=NC(=C1)N1C[C@@H](NCC1)C1=CN=C2N1C=CC=C2)N